C1(=CC=CC2=CC=CC=C12)OP(=O)(OC1=C(C(=C(C(=C1F)F)F)F)F)N[C@@H](C)C(=O)OCC(C)(C)OC 2-methoxy-2-methylpropyl ((naphthalen-1-yloxy)(perfluorophenoxy)phosphoryl)-L-alaninate